C(C)(=O)N1CCN(CC1)C=1C=CC=2N(N1)C(=CN2)C#CC=2C(=C(C(=O)NC1=CC(=CC(=C1)C(F)(F)F)Cl)C=CC2)C 3-((6-(4-acetylpiperazin-1-yl)imidazo[1,2-b]pyridazin-3-yl)ethynyl)-N-(3-chloro-5-(trifluoromethyl)phenyl)-2-methylbenzamide